ClC1=CC(=C(COC2=CN=CC(=N2)N[C@H]2CNCC2)C=C1)F (R)-6-((4-chloro-2-fluorobenzyl)oxy)-N-(pyrrolidin-3-yl)pyrazin-2-amine